2-allyl-2-methyl-1,3-propanediol C(C=C)C(CO)(CO)C